bicyclo[4.2.0]oct-1(6),2,4-triene-2-carbonitrile C1=2C(=CC=CC2CC1)C#N